OC1=C(C=CC=C1)NC(\C=C(\C=C\C=C(\C=C\C1=C(C(CCC1(C)C)C=1NC=CN1)C)/C)/C)=O (2E,4E,6E,8E)-N-(2-hydroxyphenyl)-9-(3-imidazolyl-2,6,6-trimethylcyclohex-1-enyl)-3,7-dimethylnona-2,4,6,8-tetraenamide